1-(benzothien-2-yl)ethaneN S1C(=CC2=C1C=CC=C2)C=C